CN1CCC(CC1)C1=CC=C(N=N1)NC1=NC=CC=N1 N-[6-(1-methylpiperidin-4-yl)pyridazin-3-yl]pyrimidin-2-amine